(S)-1-(1-acryloylpiperidin-3-yl)-3-(4-(2-chloro-3-methoxyphenoxy)-phenyl)-1H-imidazo[4,5-c]pyridin-2(3H)-one C(C=C)(=O)N1C[C@H](CCC1)N1C(N(C=2C=NC=CC21)C2=CC=C(C=C2)OC2=C(C(=CC=C2)OC)Cl)=O